CC1=CC=C(C=C1)OC2=CC=C(C=C2)C p-tolyl ether